C1(=C(C=CC=C1)NC1=CC=2C(C3=CC=CC=C3C2C=C1)(C)C)C1=CC=CC=C1 N-([1,1'-biphenyl]-2-yl)-9,9-dimethyl-9H-fluoren-2-amine